O=C1NC(CCC1N1C(C2=CC=C(C=C2C1=O)N1C(C(N(C(C1([2H])[2H])([2H])[2H])CC1CCN(CC1)C1=CC=C(N=N1)C1=CC=C2C=NC(C2=C1)=O)([2H])[2H])([2H])[2H])=O)=O 6-(6-(4-((4-(2-(2,6-dioxopiperidin-3-yl)-1,3-dioxoisoindoline-5-yl)Piperazin-1-yl-2,2,3,3,5,5,6,6-d8)methyl)piperidin-1-yl)pyridazin-3-yl)-1-oxoisoindol